2-(5-fluoro-2-methoxypyridin-4-yl)-1-((S)-7'-methyl-6'-(pyrimidin-2-yl)-3',4'-dihydro-1'H-spiro[pyrrolidine-3,2'-[1,8]naphthyridine]-1-yl)propane-1-thione FC=1C(=CC(=NC1)OC)C(C(=S)N1C[C@@]2(NC3=NC(=C(C=C3CC2)C2=NC=CC=N2)C)CC1)C